methyl 2-((1-(2-(4,4-difluoropiperidin-1-yl)-3,6-dimethyl-4-oxo-3,4-dihydroquinazolin-8-yl)ethyl)amino)benzoate FC1(CCN(CC1)C1=NC2=C(C=C(C=C2C(N1C)=O)C)C(C)NC1=C(C(=O)OC)C=CC=C1)F